O=C1C(O)=C([O-])[C@H](O1)[C@@H](O)CO.[Cd+2].O=C1C(O)=C([O-])[C@H](O1)[C@@H](O)CO cadmium ascorbate